C12CCC(CC1)N2C(=O)C=2N=C(SC2C=2C=NC(=CC2C(F)(F)F)NC2(CCC2)C)C(=O)NCC(C)(C)O 4-((1s,4s)-7-azabicyclo[2.2.1]Heptane-7-carbonyl)-N-(2-hydroxy-2-methylpropyl)-5-(6-((1-methylcyclobutyl)amino)-4-(trifluoromethyl)pyridin-3-yl)thiazole-2-carboxamide